(S)-4-(5-(5-fluoro-2-methoxypyridin-4-yl)-1H-pyrazole-3-carbonyl)-N-(1-((S)-tetrahydrofurane-3-yl)azetidin-3-yl)-4-azaspiro[2.5]octane-7-carboxamide FC=1C(=CC(=NC1)OC)C1=CC(=NN1)C(=O)N1C2(CC2)C[C@H](CC1)C(=O)NC1CN(C1)[C@@H]1COCC1